2-Methylheptacosane CC(C)CCCCCCCCCCCCCCCCCCCCCCCCC